N1C=C(C=2C1=NC=CC2)C=2N=C(SC2)C=2C=C(C=CC2)[C@@]2(CCC=1C2=NC=CC1)O (R,S)-7-(3-(4-(1H-pyrrolo[2,3-b]pyridin-3-yl)thiazol-2-yl)phenyl)-6,7-dihydro-5H-cyclopenta[b]pyridin-7-ol